C1(CC1)N1C(N(C2=C(C1=O)C(=C(C(N2C)=O)C)OC=2C=CC1=C(NS(NC1)(=O)=O)C2)C2=C(C=C(C=C2)I)F)=O 3-cyclopropyl-5-((2,2-dioxo-3,4-dihydro-1H-benzo[c][1,2,6]thiadiazin-7-yl)oxy)-1-(2-fluoro-4-iodophenyl)-6,8-dimethylpyrido[2,3-d]pyrimidine-2,4,7(1H,3H,8H)-trione